(R)-4-(Pyrrolidin-3-yl)-1,4-oxazepane N1C[C@@H](CC1)N1CCOCCC1